Br.CNCC1(CCOCC1)C(=O)O 4-((methylamino)methyl)tetrahydro-2H-pyran-4-carboxylic acid hydrobromide